bisBoc-1-ethyl-4-(trifluoromethyl)isoquinolin-3-amine C(=O)(OC(C)(C)C)C=1C(=C2C(=C(N=C(C2=CC1)CC)N)C(F)(F)F)C(=O)OC(C)(C)C